O=C1NC(CCC1N1C(C2=CC=CC(=C2C1=O)CCCOCCOCCOCCOCCN1CCC(CC1)C=1C(=C(C(=O)N)C=C(C1)OC)F)=O)=O 1-(15-(2-(2,6-dioxopiperidin-3-yl)-1,3-dioxoisoindolin-4-yl)-3,6,9,12-tetraoxapentadecyl)piperidin-4-yl-2-fluoro-5-methoxybenzamide